N-(6-amino-5-methyl-3-pyridyl)-2-[(2S,5R)-2-(6-amino-3-pyridyl)-5-methyl-1-piperidyl]-2-oxo-acetamide NC1=C(C=C(C=N1)NC(C(=O)N1[C@@H](CC[C@H](C1)C)C=1C=NC(=CC1)N)=O)C